BrC=1C(=CC(=C(NC2=C(C=CC=C2)C(C)C)C1)[N+](=O)[O-])Cl 5-bromo-4-chloro-N-(2-isopropylphenyl)-2-nitroaniline